5-bromo-2-(4-{[(1s,3s)-3-hydroxy-3-methylcyclobutyl]amino}imidazo[1,5-d][1,2,4]triazin-1-yl)phenol BrC=1C=CC(=C(C1)O)C=1C=2N(C(=NN1)NC1CC(C1)(C)O)C=NC2